O=C1C=C(OC2=CC=C(C=C12)C(=O)O)C1=CC(=CC=C1)OC1=CC=CC=C1 4-oxo-2-(3-phenoxyphenyl)-4H-chromene-6-carboxylic acid